Aluminum tris(ethylacetoacetate) C(C)CC(CC(=O)[O-])=O.C(C)CC(CC(=O)[O-])=O.C(C)CC(CC(=O)[O-])=O.[Al+3]